4-{[6-(5-chloro-2-fluorophenyl)-3-methylpyridazin-4-yl]Amino}-1-{[2-(trimethylsilyl)ethoxy]Methyl}-1H-pyrrolo[2,3-b]Pyridine-2-carboxylic acid methyl ester COC(=O)C1=CC=2C(=NC=CC2NC2=C(N=NC(=C2)C2=C(C=CC(=C2)Cl)F)C)N1COCC[Si](C)(C)C